eicosyl phenyl ether sodium sulfate S(=O)(=O)([O-])[O-].[Na+].C1(=CC=CC=C1)OCCCCCCCCCCCCCCCCCCCC.[Na+]